Bis[4-(benzyloxy)-3-methoxybenzyl]Thioether C(C1=CC=CC=C1)OC1=C(C=C(CSCC2=CC(=C(C=C2)OCC2=CC=CC=C2)OC)C=C1)OC